OC=1C(=NC=C(C1C=O)COP(=O)(O)O)C 3-hydroxy-2-methyl-5-([phosphonooxy]methyl)-4-pyridinecarbaldehyde